NC1=C(C(=O)C2=CC(=CC=C2)N)C=CC=C1 2,3'-diaminobenzophenone